NC1C(C(C(CC1)CC1C(C(C(CC1)N)C)CC)CC)C bis-(4-amino-3-methyl-2-2-ethylcyclohexyl)-methane